Ethyl (5S)-5-[3-[[5-(difluoromethyl)-2-methyl-pyrazol-3-yl]amino]-1,2,4-triazol-4-yl]-2-[[(1S,2S)-2-methylcyclopropanecarbonyl]amino]-4,5,6,7-tetrahydrobenzothiophene-3-carboxylate FC(C=1C=C(N(N1)C)NC1=NN=CN1[C@H]1CCC2=C(C(=C(S2)NC(=O)[C@@H]2[C@H](C2)C)C(=O)OCC)C1)F